N[C@@H](CS)C(=O)N[C@H]1[C@H](OC(C)=O)O[C@@H]([C@H]([C@@H]1OC(C)=O)OC(C)=O)COC(C)=O N-cysteinyl-1,3,4,6-tetra-O-acetyl-beta-D-glucosamine